C1(CC1)N1N=C(C(=C1)O)C1CCOCC1 1-cyclopropyl-3-(tetrahydro-2H-pyran-4-yl)-1H-pyrazole-4-ol